3-(6-bromopyridin-2-yl)imidazo[1,2-a]pyrazine BrC1=CC=CC(=N1)C1=CN=C2N1C=CN=C2